C(C)(C)(C)OC(=O)N[C@H](C(=O)N1C[C@@H](CC1)C(=O)OC)CC1=CC(=CC=C1)B1OC(C(O1)(C)C)(C)C methyl (R)-1-((S)-2-((tert-butoxycarbonyl)amino)-3-(3-(4,4,5,5-tetramethyl-1,3,2-dioxaborolan-2-yl)phenyl)propanoyl)pyrrolidine-3-carboxylate